C(C(C)C)C1C(CC2N(CCC3=CC(=C(C=C23)O)OCCCF)C1)=O 3-isobutyl-9-3-fluoropropoxy-10-hydroxyl-1,3,4,6,7,11b-hexahydro-2H-pyrido[2,1-a]isoquinolin-2-one